Cl.N1C(CCC1)C1=NC=CC=C1 2-(pyrrolidin-2-yl)pyridine hydrochloride